BrC1=CC2=C(N=C(S2)NC(CCCCCCCCCCC(=O)OC(C)(C)C)=O)C=C1 tert-butyl 12-((6-bromobenzo[d]thiazol-2-yl)amino)-12-oxododecanoate